(7-benzyl-2,7-diazaspiro[3.5]nonan-2-yl)(3,3-dimethyl-2,3-dihydro-1H-pyrrolo[3,2-b]pyridin-1-yl)methanone C(C1=CC=CC=C1)N1CCC2(CN(C2)C(=O)N2CC(C3=NC=CC=C32)(C)C)CC1